6-hydroxybenz[de]anthracene-7-on OC=1C=CC=2C3=C(C=4C=CC=CC4C(C13)=O)C=CC2